FC(C#N)C1CC=C(CC1)C1=NN(C=N1)C1=CC=C(C=C1)OC(F)(F)F 2-fluoro-2-(4-(1-(4-(trifluoromethoxy)phenyl)-1H-1,2,4-triazol-3-yl)cyclohex-3-en-1-yl)acetonitrile